3-((6-(Chloromethyl)-2-fluoropyridin-3-yl)amino)piperidine-2,6-dione ClCC1=CC=C(C(=N1)F)NC1C(NC(CC1)=O)=O